4,5-diaminomethyl-1-hydroxypyrazole NCC=1C=NN(C1CN)O